2-(1H-pyrazol-3-yl)phenol N1N=C(C=C1)C1=C(C=CC=C1)O